C1(CC1)S(=O)(=O)C=1C=CC(=C(C1)C=1C=C([N+](=C(C1)C)[O-])C)F 4-(5-(cyclopropylsulfonyl)-2-fluorophenyl)-2,6-lutidine 1-oxide